NC1=NN(C=2CN(CCC21)C(C(C)C)=O)C(=O)C2CCNC1=CC=CC=C21 1-(3-amino-1-(1,2,3,4-tetrahydro-quinoline-4-carbonyl)-4,5-dihydro-1H-pyrazolo[3,4-c]pyridin-6(7H)-yl)-2-methylpropan-1-one